F[C@H]([C@](C)(F)C=1C=C(C=CC1)N1C(C2=CC=CC(=C2C1)C(F)(F)F)=O)C1=NN=CN1C 2-(3-((1S,2R)-1,2-difluoro-1-(4-methyl-4H-1,2,4-triazol-3-yl)propan-2-yl)phenyl)-4-(trifluoromethyl)isoindolin-1-one